CC1=C(N=C(S1)NC(C)=O)C=1C=C2CCN(C2=CC1)C(C1=C(C=CC=C1)C)=O N-(5-methyl-4-(1-(2-methylbenzoyl)indolin-5-yl)thiazol-2-yl)acetamide